OC=CNC(=S)N/N=C(\C)/C1=NC=CC=C1 (E)-N-(2-hydroxyethenyl)-2-(1-(pyridin-2-yl)ethylidene)hydrazine-1-carbothioamide